(S)-2-((4-(6-((4-(Cyclopropanecarbonyl)-2-methylbenzyl)oxy)pyridin-2-yl)piperidin-1-yl)methyl)-3-(oxetan-2-ylmethyl)-3H-imidazo[4,5-b]pyridine-5-carboxylic acid C1(CC1)C(=O)C1=CC(=C(COC2=CC=CC(=N2)C2CCN(CC2)CC2=NC=3C(=NC(=CC3)C(=O)O)N2C[C@H]2OCC2)C=C1)C